2-phenoxybenzoate O(C1=CC=CC=C1)C1=C(C(=O)[O-])C=CC=C1